COC([C@H](C[C@H]1C(NCCC1)=O)NC([C@H](CC1CC1)NC(=O)OCC1=CC=CC=C1)=O)=O (S)-methyl-2-((S)-2-(((benzyloxy)carbonyl)amino)-3-cyclopropylpropanamido)-3-((S)-2-oxopiperidin-3-yl)propanoate